2-[[5-[3-[bis(2-hydroxyethyl)-methyl-ammonio]propoxy]-6-methoxy-1,3-benzothiazol-2-yl]methylcarbamoyl]-5,6-difluoro-indan-2-ylacetate OCC[N+](CCCOC=1C(=CC2=C(N=C(S2)CNC(=O)C2(CC3=CC(=C(C=C3C2)F)F)CC(=O)[O-])C1)OC)(C)CCO